C(C)(C)C(C(=O)O)(O)CC(=O)O α-isopropyl-malic acid